2-((4-((R)-2-(4-Chloro-2-(methoxy-d3)phenyl)-4-fluoro-2-methyl-2H-chromen-8-yl)piperidin-1-yl)methyl)-3-(((S)-oxetan-2-yl)methyl)-3H-imidazolo[4,5-b]pyridine-5-carboxylic acid ClC1=CC(=C(C=C1)[C@@]1(OC2=C(C=CC=C2C(=C1)F)C1CCN(CC1)CC1=NC=2C(=NC(=CC2)C(=O)O)N1C[C@H]1OCC1)C)OC([2H])([2H])[2H]